BrC=1C(=C(C=CC1)NC(=O)C1=NN2C([C@@H](CCC2)NCC(=O)OC)=C1)C methyl 2-[[(4R)-2-[(3-bromo-2-methyl-phenyl)carbamoyl]-4,5,6,7-tetrahydropyrazolo[1,5-a]pyridin-4-yl]amino]acetate